ClC1=C(C(=O)N[C@@H](CCOC2CC(C2)CCC2=NC=3NCCCC3C=C2)C(=O)O)C(=CC(=C1)C#N)Cl N-(2,6-dichloro-4-cyanobenzoyl)-O-((1R,3R)-3-(2-(5,6,7,8-tetrahydro-1,8-naphthyridin-2-yl)ethyl)cyclobutyl)-L-homoserine